C(\C=C\CCCC=C)O E-oct-2,7-dien-1-ol